C(C1=CC=CC=C1)OC1CC(C1)OC1CCOCC1 4-(3-benzyloxycyclobutoxy)tetrahydropyran